(3-fluoro-2-(N-methylsulfonylamino)phenyl)-N-methoxynicotinamide FC=1C(=C(C=CC1)C1=C(C(=O)NOC)C=CC=N1)NS(=O)(=O)C